6-((tetrahydro-2H-pyran-4-yl)oxy)nicotinonitrile O1CCC(CC1)OC1=NC=C(C#N)C=C1